C(C)OC(=O)C=1C=NNC1OCCNC(=O)OC(C)(C)C 5-(2-((tert-butoxycarbonyl)amino)ethoxy)-1H-pyrazole-4-carboxylic acid ethyl ester